FC1=CC=C(C=C1)N1CCN(CC1)CC1=CC=C(C(=O)NO)C=C1 4-((4-(4-fluorophenyl)piperazin-1-yl)methyl)-N-hydroxybenzamide